hydroxy{[(4-methylphenyl)sulfonyl]oxyl}phenyliodide OC=1C(=C(C=CC1)I)OS(=O)(=O)C1=CC=C(C=C1)C